ethyl 5-(2-chlorobenzyl)-3-(2-hydroxyethyl)-4-oxo-4,5,6,7-tetrahydropyrazolo[1,5-a]pyrazine-2-carboxylate ClC1=C(CN2C(C=3N(CC2)N=C(C3CCO)C(=O)OCC)=O)C=CC=C1